BrCCCOC=1C(=CC(=C(C(=O)OC)C1)[N+](=O)[O-])F methyl 5-(3-bromopropoxy)-4-fluoro-2-nitrobenzoate